CC1=C(C=C(OC[C@@H]2N(CC2)C(=O)OC(C)(C)C)C=C1)C(NC1(CC1)C1=CC=CC2=CC=CC=C12)=O (R)-tert-Butyl 2-((4-methyl-3-((1-(naphthalen-1-yl)cyclopropyl)carbamoyl)phenoxy)methyl)azetidine-1-carboxylate